(9H-fluoren-9-yl)methyl (2-(((3-(5-iodo-2-methoxyphenyl)-2,6-dioxotetrahydropyrimidin-1(2H)-yl)methyl)amino)-2-oxoethyl)carbamate IC=1C=CC(=C(C1)N1C(N(C(CC1)=O)CNC(CNC(OCC1C2=CC=CC=C2C=2C=CC=CC12)=O)=O)=O)OC